ClC1=CC=C2C(=CC=NC2=C1)NC(CCCN(CCCl)CC)C N4-(7-chloroquinolin-4-yl)-N1-ethyl-N1-(2-chloroethyl)pentane-1,4-diamine